tert-butyl 3-(hydroxymethyl)-8-azabicyclo[3.2.1]octane-8-carboxylate OCC1CC2CCC(C1)N2C(=O)OC(C)(C)C